ClC=1C=C(C=C(C1)C(F)(F)F)C1(CC(=NO1)C1=CC=C(C2=CC=CC=C12)C(=O)NCC(NCC(F)(F)F)=O)C(F)(F)F 4-[5-(3-chloro-5-(trifluoromethyl)phenyl)-4,5-dihydro-5-(trifluoromethyl)-3-isoxazolyl]-N-[2-oxo-2-[(2,2,2-trifluoroethyl)amino]ethyl]-1-naphthamide